(R)-5-(2,4-dimethylpiperazin-1-yl)-2-(4-isopropyl-5-(8-methoxy-[1,2,4]triazolo[1,5-a]pyridin-6-yl)-1H-pyrazol-3-yl)thiazole C[C@H]1N(CCN(C1)C)C1=CN=C(S1)C1=NNC(=C1C(C)C)C=1C=C(C=2N(C1)N=CN2)OC